OC=1C=C(C=CC1O)C1=NC2=CC(=CC(=C2C(C1O)=O)O)O 2-(3,4-dihydroxyphenyl)-3,5,7-trihydroxyquinolin-4-one